NC1=NC(=C(C=2N1C(N(N2)CC2=NC=C(C=C2)F)=O)C2=CC(=NC(=C2)C)CO)C2=CC=CC=C2 5-amino-2-[(5-fluoro-2-pyridinyl)methyl]-8-[2-(hydroxymethyl)-6-methyl-4-pyridinyl]-7-phenyl-[1,2,4]triazolo[4,3-c]pyrimidin-3-one